10-Chloro-3-methyl-[1,2,4]triazolo[3,4-a]phthalazine ClC=1C=CC=C2C=NN3C(C12)=NN=C3C